C(C)OC(C(CCC1=CC=CC=C1)=O)=O ethyl-2-oxo-4-phenylbutyrate